7-{3-[1-(2-Cyclopropylethyl)-1H-pyrazol-4-yl]pyridin-2-yl}chinolin C1(CC1)CCN1N=CC(=C1)C=1C(=NC=CC1)C1=CC=C2C=CC=NC2=C1